BrC=1C(=CC(=NC1)N1C(N=CC=C1)C1=C(C=C(C=C1)C1=NOC(=N1)C)C1CC1)OCCN(C)C N-(5-bromo-4-(2-(dimethylamino)ethoxy)pyridin-2-yl)-2-(2-cyclopropyl-4-(5-methyl-1,2,4-oxadiazol-3-yl)phenyl)pyrimidine